1-(6,7-dimethoxyquinazolin-4-yl)piperidin-4-one COC=1C=C2C(=NC=NC2=CC1OC)N1CCC(CC1)=O